6-{5-[(cyclopropylamino)carbonyl]-3-fluoro-2-methylphenyl}-N-(2,3,4-trifluorobenzyl)nicotinamide C1(CC1)NC(=O)C=1C=C(C(=C(C1)C1=NC=C(C(=O)NCC2=C(C(=C(C=C2)F)F)F)C=C1)C)F